C(C)(C)(C)C1N2C(C3=CC(=C(C=C3C1)C=1C=NC(=CC1)NC1CCC1)OC)=CC(C(=C2)C(=O)O)=O 6-tert-butyl-9-[6-(cyclobutylamino)pyridin-3-yl]-10-methoxy-2-oxo-6,7-dihydro-2H-pyrido[2,1-a]isoquinoline-3-carboxylic acid